C(C)(C)(C)OC(=O)N([C@H](C(=O)O)CC=1C=NC(=CC1)NC(=O)OC(C)(C)C)C (S)-2-((tert-butoxycarbonyl)(methyl)amino)-3-(6-((tert-butoxycarbonyl)amino)pyridin-3-yl)propanoic acid